5-((7-chloro-2-(2-methoxyethoxy)-1H-benzo[d]imidazol-6-yl)thio)pyrazin-2-yl-3-methyl-2-oxa-8-azaspiro[4.5]decan-4-amine ClC1=C(C=CC2=C1NC(=N2)OCCOC)SC=2N=CC(=NC2)C2OC(C(C21CCNCC1)N)C